FC=1C=C(C=CC1F)C1(CC1)N 1-(3,4-difluorophenyl)cyclopropan-1-amine